ClC1=C(C(=CC=C1)F)NC(C1=C(C=C(C(=C1)F)N1N=C(N(C1=O)CC)CO)OC(C)C(C)(F)F)=O N-(2-chloro-6-fluorophenyl)-2-{[3,3-difluorobutan-2-yl]oxy}-4-[4-ethyl-3-(hydroxymethyl)-5-oxo-4,5-dihydro-1H-1,2,4-triazol-1-yl]-5-fluorobenzamide